FC=1C=C(C=C(C1)F)C1=CC(=CC=C1)[C@H](CC(=O)[O-])NC(=O)NC=1C(N(C=C(C1[O-])C)C)=O.[Na+].[Na+] Natrium (S)-3-(3',5'-Difluorobiphenyl-3-yl)-3-(3-(1,5-dimethyl-4-oxido-2-oxo-1,2-dihydropyridin-3-yl)ureido)propanoat